tert-butyl 4-(2-(3-(4-amino-1-(3-methyloxetan-3-yl)-1H-pyrazolo[3,4-d]pyrimidin-3-yl)-5-cyclopropylisoxazol-4-yl)pyrimidin-5-yl)piperidine-1-carboxylate NC1=C2C(=NC=N1)N(N=C2C2=NOC(=C2C2=NC=C(C=N2)C2CCN(CC2)C(=O)OC(C)(C)C)C2CC2)C2(COC2)C